Cl.ClC1=C(C=CC(=C1)OC1=C2C(=NC=C1)C=C(S2)C2=NC=C(C=C2)CN2CCOCC2)NC(=O)C=2C(N(C=CC2OCC)C2=CC=C(C=C2)F)=O N-[2-chloro-4-({2-[5-(morpholinomethyl)pyridin-2-yl]thieno[3,2-b]pyridin-7-yl}oxy)phenyl]-4-ethoxy-1-(4-fluorophenyl)-2-oxo-1,2-dihydropyridine-3-carboxamide hydrochloride